2-(2-(2-(2-ethylhexyloxy)ethoxy)ethoxy)ethan-1-ol C(C)C(COCCOCCOCCO)CCCC